tert-butyl (R)-2-(3-(((tert-butyldiphenylsilyl) oxy) methyl) piperazin-1-yl)-7,8-dihydropyrido[4,3-d]pyrimidine-6(5H)-carboxylate [Si](C1=CC=CC=C1)(C1=CC=CC=C1)(C(C)(C)C)OC[C@H]1CN(CCN1)C=1N=CC2=C(N1)CCN(C2)C(=O)OC(C)(C)C